P(OC1=CC=C(C=C1)CC)(OC1=CC=C(C=C1)CC)=O di(4-ethylphenyl) phosphonate